CC1=C(C=CC=C1)C1=CC=C(C=C1)C(=O)O 2'-methyl-[1,1'-biphenyl]-4-carboxylic acid